O=C1NC(=NN1CC1=CC=C(C=C1)C(F)(F)F)C(=O)OCC Ethyl 5-oxo-1-(4-(trifluoromethyl)benzyl)-4,5-dihydro-1H-1,2,4-triazole-3-carboxylate